20-amino-8-fluoro-6-hydroxy-6,18-bis(trifluoromethyl)-23-oxa-3,4,21-triazatetracyclo[15.3.1.12,5.17,11]tricosa-1(21),2,4,7,9,11(22),17,19-octaene-16-carbonitrile NC1=CC(=C2C(CCCCC=3C=CC(=C(C(C4=NN=C(C1=N2)O4)(C(F)(F)F)O)C3)F)C#N)C(F)(F)F